(5-(4-(benzo[d]thiazol-5-ylamino)quinolin-6-yl)pyridin-2-yl)(2-oxa-6-azaspiro[3.3]heptan-6-yl)methanone S1C=NC2=C1C=CC(=C2)NC2=CC=NC1=CC=C(C=C21)C=2C=CC(=NC2)C(=O)N2CC1(COC1)C2